OC=1C=C(C=CC1)S(=O)(=O)NC1=CC=C(C=C1)C(C=CC1=CC(=CC=C1)O)=O 3-Hydroxy-N-[4-[3-(3-hydroxyphenyl)prop-2-enoyl]phenyl]benzenesulfonamide